N[C@H]1[C@H]2CC[C@@H](C1)N2C=2N(C(C1=C(N2)NC=C1C=1C(=C2N=C(C=NC2=CC1)N(C)C)Cl)=O)C 2-((1R,2R,4S)-2-amino-7-aza-bicyclo[2.2.1]heptan-7-yl)-5-(5-chloro-3-(dimethylamino)quinoxalin-6-yl)-3-methyl-3,7-dihydro-4H-pyrrolo[2,3-d]pyrimidin-4-one